1,1,1,3,3,3-hexafluoropropan-2-yl (R or S)-1-(p-tolylcarbamoyl)-6-azaspiro[2.5]octane-6-carboxylate C1(=CC=C(C=C1)NC(=O)[C@@H]1CC12CCN(CC2)C(=O)OC(C(F)(F)F)C(F)(F)F)C |o1:9|